2-(bromodifluoromethyl)tetrazole BrC(N1N=CN=N1)(F)F